ClC1=CC=CC(=N1)N1N=C(C=C1)CC(=O)O [1-(6-chloropyridin-2-yl)pyrazol-3-yl]acetic acid